C(C1=CC=CC=C1)(=O)N1CCNCC1 4-benzoylpiperazin